ClC1=C(C=CC(=N1)C(=O)NC)N1CCN(CC1)C1C=C(CC1)C=1NC(C(=CN1)C)=O 6-chloro-N-methyl-5-(4-(3-(5-methyl-6-oxo-1,6-dihydropyrimidin-2-yl)cyclopent-2-en-1-yl)piperazin-1-yl)picolinamide